ClC1=C(CN2C3=C(SCC2=O)C=CC(=C3)CO)C(=CC=C1)F 4-(2-chloro-6-fluorobenzyl)-6-(hydroxymethyl)-2H-benzo[b][1,4]thiazin-3(4H)-one